FC1(CCN(CCC1)C1=C(C(=O)NC=2C=C(C=CC2)[S@](=O)(C)=NC(OC(C)(C)C)=O)C(=C(C=N1)C=1C=NN(C1)C1OCCCC1)C)F tert-butyl ((1R)-(3-(2-(4,4-difluoroazepan-1-yl)-4-methyl-5-(1-(tetrahydro-2H-pyran-2-yl)-1H-pyrazol-4-yl)nicotinamido)phenyl)(methyl)(oxo)-λ6-sulfaneylidene)carbamate